benzyl (S)-5-(1-aminoethyl)-2,3-dihydro-1H-indole-1-carboxylate N[C@@H](C)C=1C=C2CCN(C2=CC1)C(=O)OCC1=CC=CC=C1